[S].C(CCCCCCCCCCCCCCCCC)N octadecylamine sulfur